Methyl 3-(2',6'-dimethylbiphenyl-3-yl)-3-(3-methoxy-2-(4-methyl-2-oxopyridin-1(2H)-yl)propanamido)propanoate CC1=C(C(=CC=C1)C)C1=CC(=CC=C1)C(CC(=O)OC)NC(C(COC)N1C(C=C(C=C1)C)=O)=O